BrC=1C=C(C=C(C1)Br)CO.[P] Phosphorus (3,5-dibromophenyl)methanol